ClC1=CC=C(C(=N1)C(=O)NS(=O)(=O)C)N[C@H](C)C=1C=C(C=C2C(N(C(=NC12)C=1C=NC(=NC1)N(C)C)C)=O)C (R)-6-chloro-3-((1-(2-(2-(dimethylamino)pyrimidin-5-yl)-3,6-dimethyl-4-oxo-3,4-dihydroquinazolin-8-yl)ethyl)amino)-N-(methylsulfonyl)picolinamide